(E)-1-(2-Fluorophenyl)-3-(4-hydroxy-3-methoxyphenyl)prop-2-en-1-one FC1=C(C=CC=C1)C(\C=C\C1=CC(=C(C=C1)O)OC)=O